phenyldesmethyltropane C1(=CC=CC=C1)[C@]12CCC[C@H](CC1)N2